1-((2E,6E,10E,14E,18E)-3,7,11,15,19,23-hexamethyl-1-(phenyl-sulfonyl)tetracosa-2,6,10,14,18,22-hexaen-9-ylsulfonyl)benzene C\C(=C/CS(=O)(=O)C1=CC=CC=C1)\CC\C=C(\CC(\C=C(\CC\C=C(\CC\C=C(\CCC=C(C)C)/C)/C)/C)S(=O)(=O)C1=CC=CC=C1)/C